ClC1=CC=C2C(=CC(=NC2=C1Cl)N1C(CCC1)COCCC(=O)O)N1N=NC=C1 3-((1-(7,8-dichloro-4-(1H-1,2,3-triazol-1-yl)quinolin-2-yl)pyrrolidin-2-yl)methoxy)propanoic acid